BrC1=NC(=C(C=2N=C(N=C(C21)N2[C@@H]([C@@H]1CC[C@H](C2)N1C(=O)OC(C)(C)C)C(=C)C)SCC)F)Cl tert-butyl (1S,2R,5R)-3-(5-bromo-7-chloro-2-(ethylthio)-8-fluoropyrido[4,3-d]pyrimidin-4-yl)-2-(prop-1-en-2-yl)-3,8-diazabicyclo[3.2.1]octane-8-carboxylate